(1R,3R)-1-[4-[2-[3-(chloromethyl)azetidin-1-yl]ethoxy]-2,6-difluoro-phenyl]-2-(2-fluoro-2-methyl-propyl)-3-methyl-1,3,4,9-tetrahydropyrido[3,4-b]indole ClCC1CN(C1)CCOC1=CC(=C(C(=C1)F)[C@H]1N([C@@H](CC2=C1NC1=CC=CC=C21)C)CC(C)(C)F)F